3-(1,3-benzodioxol-5-yl)-N-ethyl-N-(tetrahydrofuran-2-ylmethyl)prop-2-enamide O1COC2=C1C=CC(=C2)C=CC(=O)N(CC2OCCC2)CC